4-(2,4-dioxo-1,3-thiazolidin-3-yl)piperidine O=C1SCC(N1C1CCNCC1)=O